5-(6-((4'-chloro-5,5-dimethyl-3,4,5,6-tetrahydro-[1,1'-biphenyl]-2-yl)methyl)-3,6-diazabicyclo[3.1.1]heptane-3-carbonyl)-2-(2,6-dioxopiperidin-3-yl)isoindoline-1,3-dione ClC1=CC=C(C=C1)C1=C(CCC(C1)(C)C)CN1C2CN(CC1C2)C(=O)C=2C=C1C(N(C(C1=CC2)=O)C2C(NC(CC2)=O)=O)=O